ClC=1C=C(C(=O)NC2=CC(=CC=C2)[C@H](C)NC=2C=NC=3C(N2)=NN(C3)CC)C=CC1CN1CCOCC1 (S)-3-chloro-N-(3-(1-((2-ethyl-2H-pyrazolo[3,4-b]pyrazin-6-yl)amino)ethyl)phenyl)-4-(morpholinomethyl)benzamide